2-(2-((5-(1-aminoisoquinolin-7-yl)-1-(3-methylcyclobutyl)-1H-indazol-3-yl)methoxy)phenyl)acetic acid NC1=NC=CC2=CC=C(C=C12)C=1C=C2C(=NN(C2=CC1)C1CC(C1)C)COC1=C(C=CC=C1)CC(=O)O